CN(C=1C=C(C=C2C(=NC(=NC12)C)S)C(F)(F)F)C 8-(dimethyl-amino)-2-methyl-6-(trifluoro-methyl)quinazoline-4-thiol